methyl glycolate C(CO)(=O)OC